COC(C1=CN=C(C(=C1)C1=CC=C(C=C1)C(=O)OC(C)(C)C)C1=CC=C(C=C1)OC)=O 5-(4-(tert-Butoxycarbonyl)phenyl)-6-(4-methoxyphenyl)nicotinic acid methyl ester